C(C)(C)OC(=O)C=1C(=C(N2C=C(C=C2C1)C1=CC=NN1C)C(C)N1CCC(CC1)N(C)C)C 5-(1-(4-(dimethylamino)piperidin-1-yl)ethyl)-6-methyl-2-(1-methyl-1H-pyrazol-5-yl)indolizine-7-carboxylic acid isopropyl ester